n-Heptyl-o-Chlorophenol C(CCCCCC)C=1C(=C(C=CC1)O)Cl